(2,4-dimethoxybenzyl)-5-nitro-2-[5-(trifluoromethyl)-1,3,4-oxadiazol-2-yl]benzene-sulfonamide COC1=C(CC=2C(=C(C=C(C2)[N+](=O)[O-])S(=O)(=O)N)C=2OC(=NN2)C(F)(F)F)C=CC(=C1)OC